C(C)(C)(C)N1N=C(C=C1NN1C(C2=CC=CC=C2C1=O)=O)[C@@H]1C[C@@H](CC1)O ({1-tert-butyl-3-[(1S,3R)-3-hydroxycyclopentyl]-1H-pyrazol-5-yl}amino)-2,3-dihydro-1H-isoindole-1,3-dione